tert-Butyl (3R)-3-(hydroxymethyl)piperazine-1-carboxylate OC[C@H]1CN(CCN1)C(=O)OC(C)(C)C